5-(methylsulfonyl)-1-tosyl-1H-pyrrolo[2,3-b]pyridine CS(=O)(=O)C=1C=C2C(=NC1)N(C=C2)S(=O)(=O)C2=CC=C(C)C=C2